CN1[C@H](CN(CC1)C=1C=2C(N=CN1)=NN(C2)C2=CC=C(C=C2)C)C(=O)NCC2=CC=C(C=C2)SC (R)-1-methyl-N-(4-(methylthio)benzyl)-4-(2-(p-tolyl)-2H-pyrazolo[3,4-d]pyrimidin-4-yl)piperazine-2-carboxamide